CC1(C2N(C=3C=CC=CC13)CCO2)C 9,9-dimethyl-2,3-dihydro-oxazolo[3,2-a]indol